NC1(NC(=NC(=C1C(F)(F)F)C1CCCCC1)NF)N (1S,2S,4R)-4-Aminofluorocyclohexyl-5-trifluoromethylpyrimidine-2,4-diamine